triethyleneglycol bis[3-(3-tert-butyl-4-hydroxy-5-methylphenyl) propionate] C(C)(C)(C)C=1C=C(C=C(C1O)C)CCC(=O)OCCOCCOCCOC(CCC1=CC(=C(C(=C1)C)O)C(C)(C)C)=O